di(perfluoro-2-propoxypropionyl)methane FC(C(=O)CC(C(C(F)(F)F)(F)OC(C(C(F)(F)F)(F)F)(F)F)=O)(C(F)(F)F)OC(C(C(F)(F)F)(F)F)(F)F